ClCCCN(CC)CC 3-chloro-N,N-diethyl-propan-1-amine